O[C@@H](C)C1N(CC1)C(=O)[O-] 2-((S)-1-hydroxyethyl)azetidine-1-carboxylate